C=1N=CN2C1C1=CC=CC=C1[C@H]2[C@H]2[C@H](C=1N(CC2)C=CN1)O (7S,8R)-7-((R)-5H-Imidazo[5,1-a]isoindol-5-yl)-5,6,7,8-tetrahydroimidazo[1,2-a]pyridin-8-ol